3-(((tert-butyldiphenylsilyl)oxy)-2,2-dimethylpropyl)-2-iodo-1H-indole [Si](C1=CC=CC=C1)(C1=CC=CC=C1)(C(C)(C)C)OC(C(C)(C)C)C1=C(NC2=CC=CC=C12)I